7-fluoro-1-[(4-methoxyphenyl)methyl]-5-(4,4,5,5-tetramethyl-1,3,2-dioxaborolan-2-yl)benzotriazole FC1=CC(=CC2=C1N(N=N2)CC2=CC=C(C=C2)OC)B2OC(C(O2)(C)C)(C)C